Cyclopropyl-ethanone C1(CC1)C(C)=O